C(C)OC1=CC=C(C=C1N(CCO)CCO)N 6-ethoxy-1-bis(beta-hydroxyethyl)amino-3-amino-benzene